N-(4-(3,3-difluoro-1-((4-fluorophenyl)carbamoyl)cyclobutyl)-phenyl)-3-fluorobenzamide FC1(CC(C1)(C(NC1=CC=C(C=C1)F)=O)C1=CC=C(C=C1)NC(C1=CC(=CC=C1)F)=O)F